(2R,3S,4R,5R)-2-(2-(2-Amino-3-bromochinolin-7-yl)ethyl)-2-methyl-5-(4-methyl-7H-pyrrolo[2,3-d]pyrimidin-7-yl)tetrahydrothiophen-3,4-diol NC1=NC2=CC(=CC=C2C=C1Br)CC[C@]1(S[C@H]([C@@H]([C@@H]1O)O)N1C=CC2=C1N=CN=C2C)C